[K+].C(C)OC(CC(=O)[O-])=O 3-ethoxy-3-oxo-propionic acid potassium salt